4-oxiranyl-1-butanol O1C(C1)CCCCO